FC(C(=O)O)(F)F.C(C)(C)(C)NC1CN(CC1)C1=CC=C(N=N1)C=1C=CC(=C(C1)O)N1N=CC=C1 5-{6-[3-(tert-butylamino)pyrrolidin-1-yl]pyridazin-3-yl}-2-(pyrazol-1-yl)phenol trifluoroacetate